3-(2,5-dichloro-6-methoxypyrimidin-4-yl)-6-methyl-1H-indole ClC1=NC(=C(C(=N1)C1=CNC2=CC(=CC=C12)C)Cl)OC